5-(1H-Indol-3-yl)-2,7-dithioxo-2,3,7,8-tetrahydropyrimido[4,5-d]pyrimidin-4(1H)-one N1C=C(C2=CC=CC=C12)C=1C2=C(NC(N1)=S)NC(NC2=O)=S